C(C)(C)(C)C1=NN(C(=C1)NC(=O)NC1=C(C=C(C=C1)OC1=CC=NC=2NC(C=NC21)=O)SC)C2=CC=C(C=C2)OCCCN(C)C 1-(3-(tert-butyl)-1-(4-(3-(dimethylamino)propoxy)phenyl)-1H-pyrazol-5-yl)-3-(2-(methylthio)-4-((3-oxo-3,4-dihydropyrido[2,3-b]pyrazin-8-yl)oxy)phenyl)urea